7-epoxyheptyl alpha-ethylacrylate C(C)C(C(=O)OC1C(CCCCC)O1)=C